N-benzyl-3-nitropyridin-2-amine C(C1=CC=CC=C1)NC1=NC=CC=C1[N+](=O)[O-]